3-aminopropane-1,2-diyl dioleate C(CCCCCCC\C=C/CCCCCCCC)(=O)OCC(CN)OC(CCCCCCC\C=C/CCCCCCCC)=O